C(CC1=CC=CC=C1)N1C(C=NC2=CC=CC=C12)=O 1-phenethyl-2(1H)-quinoxalinone